4-[5-(2-aminoethyl)pyrimidin-2-yl]-3-[5-[(2-methoxy-2-methylpropyl)-methylamino]-2-methylpyrazol-3-yl]oxybenzonitrile NCCC=1C=NC(=NC1)C1=C(C=C(C#N)C=C1)OC=1N(N=C(C1)N(C)CC(C)(C)OC)C